BrC=1C(=C(N(C1C(F)(F)F)COCC)C1=CC=C(C=C1)Cl)C#N 4-bromo-2-(4-chlorophenyl)-1-ethoxymethyl-5-trifluoromethyl-pyrrole-3-nitrile